16-Methyl-7,16,25-triazahentriacontane CN(CCCCCCCCNCCCCCC)CCCCCCCCNCCCCCC